1-(1-(2-aminopyridin-4-yl)ethyl)-5,5-dimethyl-3-(4-(1-(trifluoromethyl)cyclopropyl)phenyl)imidazolidine-2,4-dione NC1=NC=CC(=C1)C(C)N1C(N(C(C1(C)C)=O)C1=CC=C(C=C1)C1(CC1)C(F)(F)F)=O